tetraisopropylthiuram disulphide C(C)(C)N(C(SSC(N(C(C)C)C(C)C)=S)=S)C(C)C